(7R*)-3-cyclopropyl-5-[(2-fluoro-2-methylpropyl)sulfamoyl]-N-pyridin-3-yl-8,9-dihydro-7H-cyclopenta[h]isoquinoline-7-carboxamide C1(CC1)C=1N=CC2=C3C(=CC(=C2C1)S(NCC(C)(C)F)(=O)=O)[C@@H](CC3)C(=O)NC=3C=NC=CC3 |o1:22|